N-methoxy-3-(phenylethynyl)thiophene-2-carboxamide CONC(=O)C=1SC=CC1C#CC1=CC=CC=C1